C(C)(=O)NC(C(=O)NC1=CC=C(C=C1)C(C)(C)C)C1CCCC1 alpha-(acetylamino)-N-[4-(1,1-dimethylethyl)phenyl]-cyclopentaneacetamide